C[C@@H]1COCCN1C1=CC2=C(C(=N1)CCS(=O)(=O)[O-])CNC2=O (R)-(6-(3-methylmorpholino)-1-oxo-2,3-dihydro-1H-pyrrolo[3,4-c]pyridin-4-yl)methylmethanesulfonate